NC(C(=O)O)CC1=CC(=CC=C1)CO 2-amino-3-(3-(hydroxymethyl)phenyl)propionic acid